C(CCCCCCC)(=O)O.C(O)C(CC)(CO)CO trimethylolpropane monocaprylate